carboceric acid CCCCCCCCCCCCCCCCCCCCCCCCCCC(=O)O